[Cr].[Sn].[Ni].[Cu] copper-nickel-tin-chromium